1-tert-butyl 2-methyl-4-(7-benzyl-2-chloro-6,8-dihydro-5H-pyrido[3,4-d]pyrimidin-4-yl)piperazine-1,2-dicarboxylate CC1(N(CCN(C1)C=1C2=C(N=C(N1)Cl)CN(CC2)CC2=CC=CC=C2)C(=O)OC(C)(C)C)C(=O)[O-]